4-(2-hydroxypropan-2-yl)cyclohex-2-en-1-one OC(C)(C)C1C=CC(CC1)=O